(2S)-2-(4-chloro-6-oxo-pyridazin-1-yl)-N-[4-methyl-3-[[(1R)-2,2,2-trifluoro-1-(2-pyridylmethyl)ethyl]sulfamoyl]phenyl]propanamide ClC=1C=NN(C(C1)=O)[C@H](C(=O)NC1=CC(=C(C=C1)C)S(N[C@@H](C(F)(F)F)CC1=NC=CC=C1)(=O)=O)C